C(C)(C)(C)C=1C=C(CCC(=O)[O-])C=C(C1O)C 3-tert-butyl-4-hydroxy-5-methylhydrocinnamate